1-[4-[(2S)-2-(2,4-Difluorophenyl)-2-hydroxy-3-(1,2,4-triazol-1-yl)propoxy]phenyl]-3-(4-methoxyphenyl)prop-2-en-1-one FC1=C(C=CC(=C1)F)[C@@](COC1=CC=C(C=C1)C(C=CC1=CC=C(C=C1)OC)=O)(CN1N=CN=C1)O